2-[(R)-amino[1-(azetidine-3-carbonyl)piperidin-4-yl]methyl]-4,5-dichlorophenol N[C@@H](C1=C(C=C(C(=C1)Cl)Cl)O)C1CCN(CC1)C(=O)C1CNC1